ClC1CCCCC1 4-chloro-cyclohexane